(R)-1-(2-fluoro-4-(5-(2-(pyridin-2-yl)acetamido)-1,3,4-thiadiazol-2-yl)butyl)-N-((4-(trifluoromethyl)pyridin-2-yl)methyl)-1H-1,2,3-triazole-4-carboxamide F[C@@H](CN1N=NC(=C1)C(=O)NCC1=NC=CC(=C1)C(F)(F)F)CCC=1SC(=NN1)NC(CC1=NC=CC=C1)=O